N-(1-hydroxypentan-2-yl)nicotinamide OCC(CCC)NC(C1=CN=CC=C1)=O